C(#N)C1=C(C(=C(C(=O)OC)C=C1)C)F methyl 4-cyano-3-fluoro-2-methylbenzoate